1-(4-Benzoyl-3,4-dihydroquinoxaline-1(2H)-yl)-2-(piperidin-1-yl)propan-1-one C(C1=CC=CC=C1)(=O)N1CCN(C2=CC=CC=C12)C(C(C)N1CCCCC1)=O